C1(=CCCC1)C1=CC(=C(C=C1)O)C=1N=NC(=CC1)N(C1CC(NC(C1)(C)C)(C)C)C 4-(cyclopent-1-en-1-yl)-2-(6-(methyl(2,2,6,6-tetramethylpiperidin-4-yl)amino)pyridazin-3-yl)phenol